N-((R)-1-(3-(difluoromethyl)-2-fluorophenyl)ethyl)-4-(((1R,5S,8s)-3-methyl-3-azabicyclo[3.2.1]octan-8-yl)amino)-6-oxo-1,6-dihydropyridine-3-carboxamide FC(C=1C(=C(C=CC1)[C@@H](C)NC(=O)C1=CNC(C=C1NC1[C@H]2CN(C[C@@H]1CC2)C)=O)F)F